C(C)(=O)O[C@@H]1[C@H](CNC1)N1CCN(CCN(CCN(CC1)CC(OC)=O)CC(OC)=O)CC(=O)OC (2S,3S,4S)-4-Acetoxy-3-(4,7,10-tris(2-methoxy-2-oxoethyl)-1,4,7,10-tetraazacyclododecan-1-yl)pyrrolidin